N1(CCNCC1)CCCCP(OCC)(OCC)=O diethyl (4-(piperazin-1-yl)butyl)phosphonate